3-bromo-6-chlorodibenzo[b,d]thiophene-1,2,4,7,8,9-d6 BrC1=C(C(=C2C(SC3=C2C(=C(C(=C3Cl)[2H])[2H])[2H])=C1[2H])[2H])[2H]